4-iodo-3-{[2-(morpholin-4-yl)ethoxy]tricyclo[3.3.1.13,7]dec-1-ylmethyl}-1H-pyrazole IC=1C(=NNC1)C(C12CC3CC(CC(C1)C3)C2)OCCN2CCOCC2